O[C@@H]([C@H](CC1=CC=CC=C1)NC(=O)C1C2=CC=CC=C2C=2C=CC=CC12)CNC(C)(C)C1=CC=CC=C1 N-((2S,3R)-3-hydroxy-1-phenyl-4-((2-phenylpropan-2-yl)amino)butan-2-yl)-9H-fluorene-9-carboxamide